C(C)(=O)OC=1C(=NC=CC1OC)C(=O)N[C@H](C(=O)O)C (2S)-2-[(3-acetoxy-4-methoxy-pyridine-2-carbonyl)amino]propionic acid